german gold [Au].[GeH4]